2-bromo-5-(tertiary butyl)-N1,N1,N3-tri(4-(tertiary butyl)phenyl)benzene-1,3-diamine BrC1=C(C=C(C=C1NC1=CC=C(C=C1)C(C)(C)C)C(C)(C)C)N(C1=CC=C(C=C1)C(C)(C)C)C1=CC=C(C=C1)C(C)(C)C